4-amino-N',1-dimethyl-N'-picolinoyl-N-((5-(trifluoromethyl)pyridin-2-yl)methyl)-1H-pyrazolo[4,3-c]quinoline-8-carbohydrazide NC1=NC=2C=CC(=CC2C2=C1C=NN2C)C(=O)N(N(C(C2=NC=CC=C2)=O)C)CC2=NC=C(C=C2)C(F)(F)F